FC1([C@H](C1)C1=C(C=CC=C1F)[C@@H]1C2=C(NC(=C1C(=O)OC)C)COC2=O)F |o1:2| Methyl (S)-4-(2-((R or S)-2,2-difluorocyclopropyl)-3-fluorophenyl)-2-methyl-5-oxo-1,4,5,7-tetrahydrofuro[3,4-b]pyridine-3-carboxylate